ClC1=C(C=CC=C1C1=C(C(=NC=C1)C1=CC(=C(C=C1)CNC1CCNCC1)OC)Cl)C1=CC=C(C(=N1)OC)CNC1CCN(CC1)C(C)=O 1-(4-(((6-(2-Chloro-3-(3-chloro-2-(3-methoxy-4-((piperidin-4-ylamino)methyl)phenyl)pyridin-4-yl)phenyl)-2-methoxypyridin-3-yl)methyl)amino)piperidin-1-yl)ethan-1-one